N-(4-fluorophenyl)quinolin-4-amine FC1=CC=C(C=C1)NC1=CC=NC2=CC=CC=C12